CC1=C2C(=CNC2=CC=C1)C(=O)NC1CCC(CC1)NC1=CC(=C(C=C1)C#N)C(F)(F)F 4-methyl-N-[(1s,4s)-4-{[4-cyano-3-(trifluoromethyl)phenyl]amino}cyclohexyl]-1H-indole-3-carboxamide